FC(C1=C(C=CC=C1)CC(=O)O)(F)F 2-(2-(trifluorometh-yl)phenyl)acetic acid